NC1=CC=C2C(C=C(OC2=C1)C1=CC=C(C=C1)OC)=O 7-Amino-2-(4-methoxyphenyl)-4H-chromen-4-one